(S)-2-((4-(6-((1-methyl-1H-pyrazol-4-yl)methoxy)pyridin-2-yl)piperazin-1-yl)methyl)-1-(oxetan-2-ylmethyl)-1H-benzo[d]imidazole-6-carboxylic acid CN1N=CC(=C1)COC1=CC=CC(=N1)N1CCN(CC1)CC1=NC2=C(N1C[C@H]1OCC1)C=C(C=C2)C(=O)O